(2S)-4-((2,2-difluoroethyl)amino)-2-phenylpiperidine-1-carboxylic acid tert-butyl ester C(C)(C)(C)OC(=O)N1[C@@H](CC(CC1)NCC(F)F)C1=CC=CC=C1